CN1C(C=2N(C3=CC(=CC=C13)C(=O)N[C@H]1COCCC1)C=NC2)=O (R)-5-methyl-4-oxo-N-(tetrahydro-2H-pyran-3-yl)-4,5-dihydroimidazo[1,5-a]quinoxaline-8-carboxamide